O=C1NC(CCC1N1CC2=CC(=C(C=C2C1=O)C(=O)N)C)=O 2-(2,6-dioxopiperidin-3-yl)-6-methyl-3-oxoisoindoline-5-carboxamide